C1=CC(=C(C=C1C2=CC(=O)C3=C(C=C(C=C3O2)O[C@H]4[C@@H]([C@H]([C@@H]([C@H](O4)C(=O)O)O)O)O)O)O)O The molecule is a luteolin glucosiduronic acid consisting of luteolin having a beta-D-glucosiduronic acid residue attached at the 7-position. It has a role as a metabolite. It is a trihydroxyflavone, a glycosyloxyflavone, a monosaccharide derivative and a luteolin O-glucuronoside. It is a conjugate acid of a luteolin 7-O-beta-D-glucosiduronate and a luteolin 7-O-beta-D-glucosiduronate(2-).